methyl (Z)-1-(4-amino-2-fluorobut-2-en-1-yl)-4-(3-(N,N-dimethylsulfamoyl)-4-methoxyphenyl)-1H-benzo[d][1,2,3]triazol-6-carboxylate NC\C=C(\CN1N=NC2=C1C=C(C=C2C2=CC(=C(C=C2)OC)S(N(C)C)(=O)=O)C(=O)OC)/F